C(C)(=O)OC=1C(=NC=CC1OC)C(N[C@@H](C)C1=NC(=NO1)C1=CC=C(C=C1)OC)=O (S)-4-methoxy-2-((1-(3-(4-methoxyphenyl)-1,2,4-oxadiazol-5-yl)ethyl)carbamoyl)pyridin-3-yl acetate